1-bromo-3,5-di-tert-butyl-methylbenzene BrC1=C(C(=CC(=C1)C(C)(C)C)C(C)(C)C)C